CS(=O)(=O)OCC1=NC=CC(=C1)CN1CCOC2=C(C1)C=C(C=C2Cl)N2C=CC1=CC(=CC=C21)F (4-{[9-chloro-7-(5-fluoroindol-1-yl)-3,5-dihydro-2H-1,4-benzoxazepin-4-yl]methyl}pyridin-2-yl)methyl methanesulfonate